5-[1-(2-fluoro-6-methyl-phenyl)-piperidin-4-yl]-2-oxetan-3-yl-7-(2-trifluoromethyl-benzyl)-2,4,5,7-tetrahydro-pyrazolo[3,4-d]pyrimidin-6-one FC1=C(C(=CC=C1)C)N1CCC(CC1)N1C(N(C=2C(C1)=CN(N2)C2COC2)CC2=C(C=CC=C2)C(F)(F)F)=O